C(C)C1=CC=C(C=C1)NC(C(C(=O)O)(C)C)=O 3-(4-ethylphenylamino)-2,2-dimethyl-3-oxopropionic Acid